OC(C(C)(C)CC)C[C@@H](C)[C@H]1CC[C@H]2[C@@H]3CC([C@H]4CCCC[C@]4(C)[C@H]3CC[C@]12C)=O hydroxy-24-ethyl-24,24-dimethyl-5a-cholan-6-one